(((4-(1-cyanocyclopropyl)phenyl)(5-(3,5-dimethylisoxazol-4-yl)-2-methylphenyl) amino)methyl)-2-azaspiro[3.3]heptane-2-carboxylate C(#N)C1(CC1)C1=CC=C(C=C1)N(C1=C(C=CC(=C1)C=1C(=NOC1C)C)C)COC(=O)N1CC2(C1)CCC2